C(CCCl)Cl trimethylenechloride